ethyl 8-bromo-5-((furan-2-ylmethyl)amino)imidazo[1,5-c]pyrimidine-1-carboxylate BrC=1C=2N(C(=NC1)NCC=1OC=CC1)C=NC2C(=O)OCC